N1N=NC2=NC(=CC=C21)C=2C=C(C(=O)NC1=CC=C(C=C1)COCC1=CC=CC=C1)C=CC2 3-(1H-[1,2,3]triazolo[4,5-b]pyridin-5-yl)-N-(4-((benzyloxy)methyl)phenyl)benzamide